Br.CC1=C(C=CC(=C1)C)SC1=C(C=CC=C1)N1CCNCC1 1-{2-[(2,4-dimethylphenyl)sulfanyl]phenyl}piperazine hydrobromide